Cl.C(C1=CC=CC=C1)S=C(N)N S-benzyl-thiourea hydrochloride